FC1=C(C=C2CCC(NC2=C1)=O)C1=C(C(=O)N)C=CN=C1 (7-fluoro-2-oxo-1,2,3,4-tetrahydroquinolin-6-yl)isonicotinamide